6-(2,3-Dihydro-[1,4]benzodioxin-6-yl)-7-[1-(4-fluorophenyl)-1H-indazol-5-yl]-1,7-diazaspiro[4.4]nonan-2-one O1CCOC2=C1C=CC(=C2)C2C1(CCC(N1)=O)CCN2C=2C=C1C=NN(C1=CC2)C2=CC=C(C=C2)F